OC1=CC=C2C(C(=COC2=C1)C1=C(C=CC=C1)OC)=O 7-hydroxy-3-(2-methoxyphenyl)-4H-chromen-4-one